5,7-dichloro-2-methylthiazolo[5,4-d]pyrimidine ClC=1N=C(C2=C(N1)SC(=N2)C)Cl